[Ni].[Eu].[Ce] cerium-europium nickel